CC=1SC(=C(N1)C)C1=NN(C(C=C1)=O)CCNC(CN1C=NC2=CC=CC=C2C1=O)=O N-[2-[3-(2,4-dimethyl-1,3-thiazol-5-yl)-6-oxopyridazin-1-yl]ethyl]-2-(4-oxoquinazolin-3-yl)acetamide